N1(CCCC1)C1=CC=C(C=C1)C1CNCCS1 2-(4-(pyrrolidin-1-yl)phenyl)thiomorpholine